C(C)(C)(C)OC(=O)N[C@H]1[C@H](CCCC1)C(=O)O (1S,2R)-2-((tert-Butoxycarbonyl)amino)cyclohexane-1-carboxylic acid